C(C)C=1C=C(C=CC1N1CCC(CC1)N1CCN(CC1)C)NC1=NC=NC(=C1)N1OCC[C@@H]1C1=CC=CC=C1 (R)-N-(3-ethyl-4-(4-(4-methylpiperazin-1-yl)piperidin-1-yl)phenyl)-6-(3-phenylisoxazolidin-2-yl)pyrimidin-4-amine